ethyl (2-cyano-2-(2-(3,5-dichloro-4-((1-(4-methylbenzyl)-6-oxo-1,6-dihydropyridin-3-yl)oxy)phenyl)hydrazono)acetyl)carbamate C(#N)C(C(=O)NC(OCC)=O)=NNC1=CC(=C(C(=C1)Cl)OC1=CN(C(C=C1)=O)CC1=CC=C(C=C1)C)Cl